((5-(2,4-difluorophenyl)-6-isopropyl-1H-pyrazolo[4,3-g]isoquinolin-8-yl)imino)dimethyl-λ6-sulfanone FC1=C(C=CC(=C1)F)C1=C(N=C(C2=CC3=C(C=C12)C=NN3)N=S(=O)(C)C)C(C)C